ClC1=C(C=CC=C1)N1N=C2C(=C1C1=CC=C(C=C1)Cl)OCCCC2NC(=O)C2=NC=CC=C2 N-[2-(2-chlorophenyl)-3-(4-chlorophenyl)-5,6,7,8-tetrahydrooxepino[3,2-c]pyrazol-8-yl]pyridine-2-carboxamide